NC=1C(=NC(=C(N1)F)C1=CC(=C(C=C1)N1CCOCC1)CN1CCC1)C=1C=C2CCNC(C2=CC1)=O 6-(3-amino-6-(3-(azetidin-1-ylmethyl)-4-morpholinophenyl)-5-fluoropyrazin-2-yl)-3,4-dihydroisoquinolin-1(2H)-one